ClC1=CC=CC2=CC=CC(=C12)CC 1-Chloro-8-ethylnaphthalene